(Z)-N-hydroxy-4-(2-methoxypyrimidin-5-yl)cyclohexane-1-carbonimidoyl chloride O\N=C(\C1CCC(CC1)C=1C=NC(=NC1)OC)/Cl